2-(2-cyclopropyl-6-(2-fluoropyridin-4-yl)phenyl)acetic acid methyl ester COC(CC1=C(C=CC=C1C1=CC(=NC=C1)F)C1CC1)=O